ClC=1C(=NC(=CC1C)Cl)C 3,6-dichloro-2,4-dimethylpyridine